CC1=C(C=C(C(=C1C)[N+](=O)[O-])C)Br 2,3,5-trimethyl-4-nitrobromobenzene